6-[2-aminocyclohexyl]-3-[5-(trifluoromethyl)-1,2,4-oxadiazol-3-yl]-7H-pyrrolo[3,4-b]pyridin-5-one NC1C(CCCC1)N1CC2=NC=C(C=C2C1=O)C1=NOC(=N1)C(F)(F)F